2-(2-Methoxybenzyl)-3-oxoadipic acid diethyl ester C(C)OC(C(C(CCC(=O)OCC)=O)CC1=C(C=CC=C1)OC)=O